3-(5-(2-methylbenzo[d]imidazo[2,1-b]thiazol-3-yl)-1,3,4-oxadiazol-2-yl)-4H-benzopyran-4-one CC=1N=C2SC3=C(N2C1C1=NN=C(O1)C1=COC2=C(C1=O)C=CC=C2)C=CC=C3